1,2,7-naphthalenetricarboxylic acid C=1(C(=CC=C2C=CC(=CC12)C(=O)O)C(=O)O)C(=O)O